tert-butyl 3-((4-(3-(4-((3-(4-(difluoromethoxy)-2,3-difluorophenyl)imidazo[1,2-a]pyrazin-8-yl)amino)-2-ethylbenzamido)propanoyl)piperazin-1-yl)methyl)azetidine-1-carboxylate FC(OC1=C(C(=C(C=C1)C1=CN=C2N1C=CN=C2NC2=CC(=C(C(=O)NCCC(=O)N1CCN(CC1)CC1CN(C1)C(=O)OC(C)(C)C)C=C2)CC)F)F)F